N-((1R,3R,5S)-8-(((3aR,5S,6aS)-5-((2-Hydroxyethyl)amino)hexahydrocyclopenta[c]pyrrol-2(1H)-yl)sulfonyl)-8-azabicyclo[3.2.1]octan-3-yl)-5-(oxetan-3-yl)isoxazole-3-carboxamide OCCNC1C[C@@H]2[C@@H](CN(C2)S(=O)(=O)N2[C@H]3CC(C[C@@H]2CC3)NC(=O)C3=NOC(=C3)C3COC3)C1